ClC=1C=C(C=C(C1)NS(=O)(=O)C)NC(=O)C=1SC(=C(C1)C=1N=NN(C1)C1CCOCC1)C N-(3-chloro-5-(methylsulfonamido)phenyl)-5-methyl-4-(1-(tetrahydro-2H-pyran-4-yl)-1H-1,2,3-triazol-4-yl)thiophene-2-carboxamide